(2S)-N-[(1S)-1-cyano-2-[4-(3-methyl-2-oxo-2,3-dihydro-1,3-benzoxazol-5-yl)phenyl]ethyl]-6-methanesulfinyl-1,4-oxazepane-2-carboxamide C(#N)[C@H](CC1=CC=C(C=C1)C=1C=CC2=C(N(C(O2)=O)C)C1)NC(=O)[C@H]1OCC(CNC1)S(=O)C